(R or S)-2-((R)-1-cyclopropyl-2-methyl-2-((2-(trimethylsilyl)ethoxy)methoxy)propyl)-3-methyl-7-(4-(5-methyl-1,3,4-oxadiazol-2-yl)phenyl)isoindolin-1-one C1(CC1)[C@H](C(C)(OCOCC[Si](C)(C)C)C)N1C(C2=C(C=CC=C2[C@H]1C)C1=CC=C(C=C1)C=1OC(=NN1)C)=O |o1:24|